C(#N)CCOCCOCCC#N 1,2-bis(cyanoethoxy)-ethane